2,5-bis[(4-amino-3-methoxyphenyl)methylene]cyclopentan-1-one NC1=C(C=C(C=C1)C=C1C(C(CC1)=CC1=CC(=C(C=C1)N)OC)=O)OC